ClC1=NN2C(N=CC3=C2[C@@](CN3C(=O)NC3=CC(=C(C=C3)S(=O)C)C(F)F)(C(F)(F)F)C)=C1 (8R)-2-chloro-N-(3-(difluoromethyl)-4-(methylsulfinyl)phenyl)-8-methyl-8-(trifluoromethyl)-7,8-dihydro-6H-pyrazolo[1,5-a]pyrrolo[2,3-e]pyrimidine-6-carboxamide